[N+](=O)([O-])C=1C=C(C(C#N)=CC1)C#N p-nitrophthalonitrile